1'-(2-{[7-(difluoromethoxy)-1-(3-hydroxy-3-methylcyclobutyl)-1H-1,3-benzodiazol-5-yl]oxy}ethyl)-2-oxo-1,2-dihydrospiro[indole-3,4'-piperidine]-5-carbonitrile FC(OC1=CC(=CC2=C1N(C=N2)C2CC(C2)(C)O)OCCN2CCC1(CC2)C(NC2=CC=C(C=C21)C#N)=O)F